5-(1-(3-(1H-pyrazol-1-yl)propanoyl)-1,2,5,6-tetrahydropyridin-3-yl)-4-fluoro-7-(2-methoxy-4-(piperazin-1-yl)phenyl)-N,N-dimethylbenzofuran-2-carboxamide N1(N=CC=C1)CCC(=O)N1CC(=CCC1)C=1C=C(C2=C(C=C(O2)C(=O)N(C)C)C1F)C1=C(C=C(C=C1)N1CCNCC1)OC